NCCC[Si](C)(C)OCCCC 3-Aminopropyl(butoxydimethylsilan)